5-bromo-3-(dibromomethyl)pyridine-2-carboxylic acid methyl ester COC(=O)C1=NC=C(C=C1C(Br)Br)Br